3,3-dimethyl-1-(3-sulfopropyl)-3H-benz[e]indolium C[N+]1(C=C(C=2C3=C(C=CC12)C=CC=C3)CCCS(=O)(=O)O)C